2-(4-(1-methoxy-2-methyl-1-oxopropan-2-yl)phenyl)acetic acid COC(C(C)(C)C1=CC=C(C=C1)CC(=O)O)=O